(1R/S)-1-(3-(difluoro(tetrahydrofuran-2-yl)methyl)phenyl)ethan-1-amine hydrochloride Cl.FC(C=1C=C(C=CC1)[C@@H](C)N)(C1OCCC1)F |r|